1-(6-(bis(2,4-dimethoxybenzyl)amino)-2-methylpyrimidin-4-yl)-2-(8-bromo-6-cyclopropylimidazo[1,2-a]pyridin-2-yl)ethyl acetate C(C)(=O)OC(CC=1N=C2N(C=C(C=C2Br)C2CC2)C1)C1=NC(=NC(=C1)N(CC1=C(C=C(C=C1)OC)OC)CC1=C(C=C(C=C1)OC)OC)C